ClC1=NC(=C(C(=N1)NC(C(=O)[O-])C1=C(C=CC=C1F)F)[N+](=O)[O-])C 2-((2-chloro-Methyl 5-nitropyrimidin-4-yl)amino)-2-(2,6-difluorophenyl)acetate